3-((tert-Butyldimethylsilyl)oxy)cyclohexanecarboxylic acid ethyl ester C(C)OC(=O)C1CC(CCC1)O[Si](C)(C)C(C)(C)C